COC=1C=C(C=C(C1)OC)\C=C\C1=CC=C(C=C1)OC trans-3,5,4'-trimethoxystilbene